3-((3-(ethoxymethyl)-3-(4-fluorophenethyl)pyrrolidin-1-yl)methyl)-2,6-dimethylpyridine C(C)OCC1(CN(CC1)CC=1C(=NC(=CC1)C)C)CCC1=CC=C(C=C1)F